N-(3-chloro-4-fluorophenyl)-4-(5-hydroxy-5-(3-hydroxy-3-methylbut-1-yn-1-yl)octahydropentalen-2-yl)-1-methyl-1H-imidazole-5-carboxamide ClC=1C=C(C=CC1F)NC(=O)C1=C(N=CN1C)C1CC2CC(CC2C1)(C#CC(C)(C)O)O